O=C1NC(=NC2=CC(=CC=C12)C1=C(C(=O)N)C=CC=C1)CSC1CCOCC1 (4-oxo-2-(((tetrahydro-2H-pyran-4-yl)thio)methyl)-3,4-dihydroquinazolin-7-yl)benzamide